tert-butyl 4-(5-(trifluoromethyl)pyridin-2-yl)piperazine-1-formate FC(C=1C=CC(=NC1)N1CCN(CC1)C(=O)OC(C)(C)C)(F)F